CN(CC(=O)N[C@@H](CC1=CNC2=CC=CC=C12)C(=O)O)S(=O)(=O)C1=CC=C(C)C=C1 methyl-N-(p-toluenesulfonyl)glycyl-tryptophan